C(C)OC(=O)C1=NC(=C(N=C1)C)C 5,6-dimethylpyrazine-2-carboxylic acid ethyl ester